Benz-imidazolinium [NH+]1=CNC2=C1C=CC=C2